CN(C)C=N dimethylaminomethyleneamine